C(=O)O.ClC1=C(C(=CC=C1)Cl)C1(CN(C1)C1=CC(=C(CN2CCC(CC2)C(=O)O)C(=C1)C)C)F 1-(4-(3-(2,6-dichlorophenyl)-3-fluoroazetidin-1-yl)-2,6-dimethylbenzyl)piperidine-4-carboxylic acid, formic acid salt